CC1=C(C=NC=C1)C=1C(=NN(C1)C=1C=NC=CC1)C(=O)N 4-(4-methylpyridin-3-yl)-1-(pyridin-3-yl)-1H-pyrazole-3-carboxamide